1-oxa-4,9-diazaspiro[5.5]undecane-4,9-dicarboxylic acid 4-benzyl 9-tert-butyl ester C(C)(C)(C)OC(=O)N1CCC2(CN(CCO2)C(=O)OCC2=CC=CC=C2)CC1